C1(CC1)N(C(=O)C1=CC=2C(=NC(=C3C2N(C=N3)C)\N=C\3/NN(C(=C3)C)C)N1CC)C1CC1 (Z)-N,N-dicyclopropyl-4-((1,5-dimethyl-1,2-dihydro-3H-pyrazol-3-ylidene)amino)-6-ethyl-1-methyl-1,6-dihydroimidazo[4,5-d]pyrrolo[2,3-b]pyridine-7-carboxamide